4-(6-bromoquinolin-2-yl)-6-ethyl-1-tosyl-1H-pyrrolo[2,3-c]pyridin-7(6H)-one BrC=1C=C2C=CC(=NC2=CC1)C=1C2=C(C(N(C1)CC)=O)N(C=C2)S(=O)(=O)C2=CC=C(C)C=C2